methyl 2-((((1s,3s)-3-(morpholine-4-carbonyl)cyclobutoxy)carbonothioyl)thio)acetate N1(CCOCC1)C(=O)C1CC(C1)OC(=S)SCC(=O)OC